5-bromo-2-[(1-methylpiperidin-4-yl)oxy]pyridine BrC=1C=CC(=NC1)OC1CCN(CC1)C